2-Oxo-2-{5-oxo-1-[(1-oxo-2,3-dihydro-1H-isoindol-5-yl)methyl]pyrrolidin-2-yl}acetic Acid O=C(C(=O)O)C1N(C(CC1)=O)CC=1C=C2CNC(C2=CC1)=O